tert-Butyl 3-(hydroxymethyl)-3-({[(9Z,12Z)-octadeca-9,12-dien-1-yl]oxy}methyl)azetidine-1-carboxylate OCC1(CN(C1)C(=O)OC(C)(C)C)COCCCCCCCC\C=C/C\C=C/CCCCC